1-(6-chloro-1-cyclobutyl-5-fluoro-1H-pyrrolo[2,3-b]pyridin-3-yl)-2,2-difluoroethan-1-one ClC1=C(C=C2C(=N1)N(C=C2C(C(F)F)=O)C2CCC2)F